C1(CC1)N1C(C[C@@H](C1)CN1N=C2N=C(C=NC2=C1)C1=C(C=C(C=C1C)C(F)(F)F)O)=O (S)-1-cyclopropyl-4-((6-(2-hydroxy-6-methyl-4-(trifluoromethyl)phenyl)-2H-pyrazolo[3,4-b]pyrazin-2-yl)methyl)pyrrolidin-2-one